[F-].C(CCCCCCCCC)[NH+]1C(=CC=C1)C 1-Decyl-2-methylpyrrolium fluoride